CO[C@@H]1CC[C@H](CC1)NC(=O)C=1C=NN2C1C=C(C=C2)C2=CNC=1N=C(N=CC12)NCC1(CC1)C N-(trans-4-methoxycyclohexyl)-5-(2-(((1-methylcyclopropyl)methyl)amino)-7H-pyrrolo[2,3-d]pyrimidin-5-yl)pyrazolo[1,5-a]pyridine-3-carboxamide